4-(4,4,5,5-tetramethyl-1,3,2-dioxaborolan-2-yl)benzo[c][1,2,5]thiadiazole CC1(OB(OC1(C)C)C1=CC=CC2=NSN=C21)C